CC(CC)CCCCCC(CCCCCCCC)C 3,9-dimethylheptadecane